N-(4-(((R)-1-Hydroxy-4-methylpentan-2-yl)amino)-6-((S*)-2-(6-methoxy-5-methylpyridin-3-yl)propyl)-1,3,5-triazin-2-yl)methanesulfonamide OC[C@@H](CC(C)C)NC1=NC(=NC(=N1)C[C@H](C)C=1C=NC(=C(C1)C)OC)NS(=O)(=O)C |o1:15|